cis-cyclohexadiene-ortho-diol Technetium [Tc].C1(=C(C=CCC1)O)O